CC(COC)(COC)CC(CCCC)CC 2-methyl-2-(2-ethyl-hexyl)-1,3-dimethoxypropane